N-(4-(9-(3-Aminopyrrolidin-1-yl)-2,3-dihydro-1H-cyclopenta[b]quinolin-7-yl)pyridin-2-yl)cyclopropanecarboxamide hydrochloride Cl.NC1CN(CC1)C1=C2C(=NC=3C=CC(=CC13)C1=CC(=NC=C1)NC(=O)C1CC1)CCC2